FC1=C(C=CC(=C1)OCC[S@@](=O)C)N1CCNCC1 (S)-1-(2-fluoro-4-(2-(methylsulfinyl)ethoxy)phenyl)piperazine